n-butyl 2,5-furandicarboxylate O1C(=CC=C1C(=O)[O-])C(=O)OCCCC